ClCC1=NC=C(C=N1)N(C)CCOC 2-(chloromethyl)-N-(2-methoxyethyl)-N-methyl-pyrimidin-5-amine